(R)-2-methyl-2-(3-(3-methyl-1H-pyrazol-5-yl)-5-(3-methylmorpholino)isothiazolo[4,5-b]pyridin-7-yl)propionitrile CC(C#N)(C)C1=C2C(=NC(=C1)N1[C@@H](COCC1)C)C(=NS2)C2=CC(=NN2)C